2-(7-(4-(2-ethoxy-2-oxoethyl)piperazin-1-yl) Heptyl)-3H-imidazo[4,5-b]pyridine-3-carboxylate C(C)OC(CN1CCN(CC1)CCCCCCCC1=NC=2C(=NC=CC2)N1C(=O)[O-])=O